2-methyl-2-((6-(3-(oxazole-2-yl)propyl)pyridin-3-yl)amino)propionitrile CC(C#N)(C)NC=1C=NC(=CC1)CCCC=1OC=CN1